ClC=1SC=C(N1)C(C(=O)O)CCCC 2-(2-chloro-1,3-thiazol-4-yl)hexanoic acid